2-(3,4-difluoro-phenyl)-N-{2-oxo-3-[phenyl-(4-piperidin-1-ylmethyl-phenylamino)-methylene]-2,3-dihydro-1H-indol-5-yl}-acetamide FC=1C=C(C=CC1F)CC(=O)NC=1C=C2C(C(NC2=CC1)=O)=C(NC1=CC=C(C=C1)CN1CCCCC1)C1=CC=CC=C1